(6-aminohexyl)phosphate NCCCCCCOP(=O)([O-])[O-]